CN(C(=O)C1=CC=NN1)CC1=CC=C(C=C1)NC(OCC1=CC=C(C=C1)Cl)=O 4-chlorobenzyl (4-((N-methyl-1H-pyrazole-5-carboxamido)meth-yl)phenyl)carbamate